Thieno[2,3-c][1,5]Naphthyridine N1=C2C3=C(C=NC2=CC=C1)SC=C3